1-(4-hydroxy-3-methoxyphenoxy)-2-(2-methoxyphenoxy)ethanol OC1=C(C=C(OC(COC2=C(C=CC=C2)OC)O)C=C1)OC